C(=O)C1=CC=C(S1)C=1C=C2CN(CC2=CC1)C(=O)OC(C)(C)C tert-butyl 5-(5-formyl-2-thienyl)isoindoline-2-carboxylate